C1(=CC=C(C=C1)C(=O)O[C@H](C(=O)OCC)C)C1=CC=C(C=C1)C1=CC=C(C=C1)C(=O)O[C@H](C(=O)OCC)C bis((S)-1-ethyloxy-1-oxopropan-2-yl) [1,1':4',1''-terphenyl]-4,4''-dicarboxylate